CC=1C(=NC=CC1)NC(CC)=O N-(3-methylpyridin-2-yl)propionamide